O1C(OCC1)C1CN(CC1)C=1C=CC(=C(C1)N1C(NC(CC1)=O)=O)F 1-(5-(3-(1,3-dioxolane-2-yl)pyrrolidin-1-yl)-2-fluorophenyl)dihydropyrimidine-2,4(1H,3H)-dione